O=C1CC2(CC(C2)C(=O)O)C1 6-oxospiro[3.3]heptane-2-carboxylic acid